2-(3-chlorobenzyl)-3-(2-fluorophenyl)-5-methyl-2,4,5,6-Tetrahydropyrrolo[3,4-c]pyrazole ClC=1C=C(CN2N=C3C(=C2C2=C(C=CC=C2)F)CN(C3)C)C=CC1